OC=1C(=C(C(=CC1)C)N1C=NC2=C(C1=O)C=C(N2)C2=CN=NC=C2)C 3-(3-Hydroxy-2,6-dimethylphenyl)-6-(pyridazin-4-yl)-3,7-dihydro-4H-pyrrolo[2,3-d]pyrimidin-4-one